FC=1C(=CC=2C3=C(NC(C2C1)=O)COC[C@H]3N(C(=O)C3(CCCCC3)O)C)F (S)-N-(8,9-difluoro-6-oxo-1,4,5,6-tetrahydro-2H-pyrano[3,4-c]isoquinolin-1-yl)-1-hydroxy-N-methylcyclohexane-1-carboxamide